6-chloro-N-((3-(3-fluoro-1H-pyrazol-1-yl)azetidin-3-yl)methyl)-2-(trifluoromethyl)quinolin-4-amine ClC=1C=C2C(=CC(=NC2=CC1)C(F)(F)F)NCC1(CNC1)N1N=C(C=C1)F